Methyl 2-(4-formyl-2,6-dimethylphenoxy)-2-methylpropanoate C(=O)C1=CC(=C(OC(C(=O)OC)(C)C)C(=C1)C)C